22-ethyl-4-hydroxy-21-[4-(methoxymethyl)pyridin-3-yl]-18,18-dimethyl-9,15-dioxo-16-oxa-10,22,28-triazapentacyclo[18.5.2.12,6.110,14.023,27]nonacosa-1(26),2,4,6(29),20,23(27),24-heptaen C(C)N1C(=C2CC(COC(C3CCCN(C(CCC=4C=C(C=C(C=5C=CC1=C2C5)C4)O)=O)N3)=O)(C)C)C=3C=NC=CC3COC